2-bromo-6-chloro-pyridine-3-carbonitrile BrC1=NC(=CC=C1C#N)Cl